1-[2-(chloromethyl)imidazo[1,2-a]pyridin-6-yl]-N-[(3-fluoro-1-bicyclo[1.1.1]pentyl)methyl]methylamine ClCC=1N=C2N(C=C(C=C2)CNCC23CC(C2)(C3)F)C1